CC1(OC[C@@H](O1)C1=[N+](C=C(C=C1)NC(=O)[C@@H]1O[C@]([C@H]([C@H]1C1=C(C(=C(C=C1)F)C)OC)C)(C(F)(F)F)C)[O-])C |o1:4,15,17,18,19| rel-2-((S*)-2,2-dimethyl-1,3-dioxolan-4-yl)-5-((2R,3S,4S,5R)-3-(4-fluoro-2-methoxy-3-methylphenyl)-4,5-dimethyl-5-(trifluoromethyl)tetrahydrofuran-2-carboxamido)pyridine 1-oxide